BrC1=CC=C2C=C(N(C2=C1)C)C(=O)N(C)C 6-bromo-N,N,1-trimethyl-indole-2-carboxamide